2-[3-ethylsulfonyl-7-(trifluoromethyl)imidazo[1,2-a]pyridin-2-yl]-6-(trifluoromethylsulfonyl)isoindolin-1-one C(C)S(=O)(=O)C1=C(N=C2N1C=CC(=C2)C(F)(F)F)N2C(C1=CC(=CC=C1C2)S(=O)(=O)C(F)(F)F)=O